BrC1=C2C(N(C(C2=CC=C1CN1CCN(CC1)C1=CC=C(C=C1)[C@H]1[C@H](COC2=CC(=CC=C12)O)C1=CC=CC=C1)=O)C1C(NC(CC1)=O)=O)=O 4-bromo-2-(2,6-dioxopiperidin-3-yl)-5-((4-(4-((3S,4R)-7-hydroxy-3-phenylchroman-4-yl)phenyl)piperazin-1-yl)methyl)isoindoline-1,3-dione